sodium (S)-3-(3-(1,5-dimethyl-4-oxido-2-oxo-1,2-dihydropyridin-3-yl)ureido)-3-(3-(6-methoxy pyridin-3-yl)phenyl)propanoate CN1C(C(=C(C(=C1)C)[O-])NC(N[C@@H](CC(=O)[O-])C1=CC(=CC=C1)C=1C=NC(=CC1)OC)=O)=O.[Na+].[Na+]